6-pyrazol-1-yl-2-[[1-(quinoline-2-carbonyl)piperidin-4-yl]methyl]pyridazin-3-one N1(N=CC=C1)C=1C=CC(N(N1)CC1CCN(CC1)C(=O)C1=NC2=CC=CC=C2C=C1)=O